((1R,2S)-1-((2-Aminopyrido[3,2-d]pyrimidin-4-yl)amino)-2-(2,2-difluoroethyl)cyclopropyl)methanol NC=1N=C(C2=C(N1)C=CC=N2)N[C@]2([C@@H](C2)CC(F)F)CO